C(OCCCCN(C)C)(OCC1=C(C=C(C(=C1)OCCCCCCCC\C=C/C\C=C/CCCCC)C)OCCCCCCCC\C=C/C\C=C/CCCCC)=O 4-(dimethylamino)butyl 4-methyl-2,5-bis((9Z,12Z)-octadeca-9,12-dien-1-yloxy)benzyl carbonate